FC=1C=C(NC2=NC=C(C3=C(C=CC=C23)C)C(=O)N2CCOCC2)C=CC1 [1-(3-Fluoroanilino)-5-methylisoquinolin-4-yl]-morpholin-4-ylmethanone